4-methoxyisobenzofuran-1,3-dione COC1=C2C(OC(C2=CC=C1)=O)=O